Diethyl (4-(4-(2-amino-4-oxo-3,4-dihydro-5H-pyrrolo[3,2-d]pyrimidin-5-yl)butyl)-2-fluorobenzoyl)-L-glutamate NC=1NC(C2=C(N1)C=CN2CCCCC2=CC(=C(C(=O)N[C@@H](CCC(=O)OCC)C(=O)OCC)C=C2)F)=O